N-(4-(2-isothiocyanato-4,5-dimethylthiophene-3-carbonyl)phenyl)acetamide N(=C=S)C=1SC(=C(C1C(=O)C1=CC=C(C=C1)NC(C)=O)C)C